C1(C)=NCCC=2C3=CC=C(OC)C=C3NC12 Harmalin